C(=O)C1=CC(=C(OCCN(C(OC(C)(C)C)=O)C)C=C1)OC tert-butyl (2-(4-formyl-2-methoxyphenoxy)ethyl)(methyl)carbamate